O1[C@@H](C=CC1)C1(CN(CC1)CC1=CC=C(C=C1)NC(C)=O)CCC1=CC=CC=C1 N-(4-((3-((S)-2,5-dihydrofuran-2-yl)-3-phenethyl-pyrrolidin-1-yl)methyl)phenyl)acetamide